ClC1=C(C=CC=C1)NC(NC=1C=NN(C1)C=1C=C(SC1)C(=O)NC[C@@H]1COCC1)=O (R)-4-(4-(3-(2-chlorophenyl)ureido)-1H-pyrazol-1-yl)-N-((tetrahydrofuran-3-yl)methyl)thiophene-2-carboxamide